(2S,4R)-1-((9,9-dimethyl-9H-fluorene-3-carbonyl)glycyl)-4-fluoro-4-(fluoromethyl)pyrrolidine-2-carboxylic acid CC1(C2=CC=CC=C2C=2C=C(C=CC12)C(=O)NCC(=O)N1[C@@H](C[C@@](C1)(CF)F)C(=O)O)C